C1(CCCCC1)C[C@@H](C(=O)N[C@H](C=O)CCC(=O)N(CC(C)C1=CC=CC=C1)C)NC(OCC1=CC(=CC=C1)Cl)=O 3-chlorobenzyl ((2S)-3-cyclohexyl-1-(((2S)-5-(methyl(2-phenylpropyl)amino)-1,5-dioxopentan-2-yl)amino)-1-oxopropan-2-yl)carbamate